C(CCCCC(=O)O)(=O)O.CC(C(C)O)O methylpropylene glycol adipate